7,7-dimethyl-1-oxa-4-thiaspiro[4.5]decan-2-one CC1(CC2(SCC(O2)=O)CCC1)C